FC(CO)(C1(CCC2(OCCO2)CC1)OCC1=CC=C(C=C1)OC)F 2,2-difluoro-2-(8-((4-methoxybenzyl)oxy)-1,4-dioxaspiro[4.5]decan-8-yl)ethan-1-ol